C(C)(=O)N1[C@H](CN(CC1)C(\C=C/Cl)=O)C1=CC(=NC(=C1)Cl)C1=CC(=NC(=C1)F)C(=O)NC (S,Z)-4-(1-acetyl-4-(3-chloroacryloyl)piperazin-2-yl)-6-chloro-6'-fluoro-N-methyl-[2,4'-bipyridine]-2'-carboxamide